(3S)-4-(dimethylamino)-3-(9H-fluoren-9-ylmethoxycarbonyl-amino)-4-oxobutanoic acid-2-methylpropan-2-yl ester CC(C)(C)OC(C[C@@H](C(=O)N(C)C)NC(=O)OCC1C2=CC=CC=C2C=2C=CC=CC12)=O